ClC=1C(=CC(=C(C1)NC(=O)[C@H]1N(C([C@H]2[C@@H]1CCC2)=O)C(=O)OC(C)(C)C)F)F tert-butyl (1S,3aR,6aS)-1-((5-chloro-2,4-difluorophenyl)carbamoyl)-3-oxohexahydrocyclopenta[c]pyrrole-2(1H)-carboxylate